2-((1S,2S,5R)-3,8-diazabicyclo[3.2.1]octan-2-yl)ethan-1-ol [C@@H]12[C@@H](NC[C@@H](CC1)N2)CCO